COC=1C=C2C(=NC1)N(C=C2)C[C@@H](C)NC(OC(C)(C)C)=O tert-butyl (R)-(1-(5-methoxy-1H-pyrrolo[2,3-b]pyridin-1-yl)propan-2-yl)carbamate